[6-[(3,5-Difluoro-2-pyridyl)methyl]-2-azaspiro[3.3]heptan-2-yl]-[(3R)-3-(tetrazol-1-yl)pyrrolidin-1-yl]methanone FC=1C(=NC=C(C1)F)CC1CC2(CN(C2)C(=O)N2C[C@@H](CC2)N2N=NN=C2)C1